C(C)(C)(C)OC(N[C@H]1CO[C@@H](C[C@@H]1F)C=1OC(=NN1)C1(CCC1)OC(F)(F)F)=O ((3S,4S,6S)-4-fluoro-6-(5-(3-cis-(trifluoromethoxy)cyclobutyl)-1,3,4-oxadiazol-2-yl)tetrahydro-2H-pyran-3-yl)carbamic acid tert-butyl ester